COC\C=C(\CCC=C(C)C)/C (2E)-1-methoxy-3,7-dimethylocta-2,6-diene